ClC1=CC=C(S1)C1=C(NC2=C1C(N(C=C2)C)=O)C2=CC(=NC=C2)NC(C(CC(F)F)C2=CC=C(C=C2)F)=O N-{4-[3-(5-chloro-2-thienyl)-5-methyl-4-oxo-4,5-dihydro-1H-pyrrolo[3,2-c]pyridin-2-yl]pyridin-2-yl}-4,4-difluoro-2-(4-fluorophenyl)butanamide